OC(CNC(C(=C)C)=O)C N-(2-Hydroxypropyl)-Methacryl-amide